[Pd].ClC(C(C)(C)P(C1=CC=C(C=C1)N(C)C)C(C)(C)C)Cl dichlorodi-tert-butyl(4-Dimethylaminophenyl)-phosphine palladium